2-(3-methylphenoxy)-N-(1H-pyrazol-3-yl)-N-(tetra-hydrothiophen-2-yl-methyl)acetamide CC=1C=C(OCC(=O)N(CC2SCCC2)C2=NNC=C2)C=CC1